N1=C2N(CC(=C1)C(=O)N)C=CC=C2 pyrido[1,2-a]pyrimidine-3-carboxamide